1-nitro-3-phenyl-5-p-toluenesulfonyl-4,5-dihydro-2H-pyrrolo[3,4-c]quinoline [N+](=O)([O-])C=1NC(=C2CN(C=3C=CC=CC3C21)S(=O)(=O)C2=CC=C(C)C=C2)C2=CC=CC=C2